methyl 3-((3-butyl-5-(4-fluorophenyl)-7-(methylthio)-1,1-dioxido-2,3,4,5-tetrahydro-1,5-benzothiazepin-8-yl)oxy)-2,2-dimethylpropanoate C(CCC)C1CS(C2=C(N(C1)C1=CC=C(C=C1)F)C=C(C(=C2)OCC(C(=O)OC)(C)C)SC)(=O)=O